rac-tert-butyl ((4-((5-((1R,3S)-3-((4-cyclopropylisothiazol-3-yl)oxy)cyclopentyl)pyrimidin-2-yl)amino)phenyl)sulfonyl)carbamate C1(CC1)C=1C(=NSC1)O[C@@H]1C[C@@H](CC1)C=1C=NC(=NC1)NC1=CC=C(C=C1)S(=O)(=O)NC(OC(C)(C)C)=O |r|